COC=1C=C2C(=NC=NC2=CC1OC)C1CCC(CC1)CCO 2-(4-(6,7-dimethoxyquinazolin-4-yl)cyclohexyl)ethan-1-ol